CN1CCC2C(C=CC=C12)N1N=CC(=C1C(F)(F)F)C(=O)O 1-(1-Methyldihydroindolin-4-yl)-5-(trifluoromethyl)-1H-pyrazole-4-carboxylic acid